FC1=CC(=C(C=C1)C1CCN(CC1)[C@H]1CC2(CN(C2)C(=O)OC(C)(C)C)CC1)OC1COC1 tert-butyl (R)-6-(4-(4-fluoro-2-(oxetan-3-yloxy)phenyl)piperidin-1-yl)-2-azaspiro[3.4]octane-2-carboxylate